5-(2,5-diazabicyclo[4.2.0]octane-2-yl)-N-methylpyridine-2-carboxamide C12N(CCNC2CC1)C=1C=CC(=NC1)C(=O)NC